COC(=O)C=1C=CC(=NC1)CN1N=NC(=C1)C1=CC=C2CCN(CC2=C1)C(=O)OC(C)(C)C tert-butyl 7-(1-((5-(methoxycarbonyl)pyridin-2-yl)methyl)-1H-1,2,3-triazol-4-yl)-3,4-dihydroisoquinolin-2(1H)-carboxylate